2-(4-(1H-indole-2-carbonyl)piperazin-1-yl)-N-((1-(hydroxymethyl)cyclopropyl)methyl)-2-oxoacetamide N1C(=CC2=CC=CC=C12)C(=O)N1CCN(CC1)C(C(=O)NCC1(CC1)CO)=O